tert-butyl (S)-3-(methyl(quinolin-6-yl)amino)pyrrolidine-1-carboxylate CN([C@@H]1CN(CC1)C(=O)OC(C)(C)C)C=1C=C2C=CC=NC2=CC1